5-Phenyl-1H-pyrazole-3-carboxylic acid {2-[3-(2-chloro-phenoxy)-azetidin-1-yl]-2-oxo-ethyl}-amide ClC1=C(OC2CN(C2)C(CNC(=O)C2=NNC(=C2)C2=CC=CC=C2)=O)C=CC=C1